C(C)(C)(C)OC(=O)N(CC1=CC=C(C=C1)C=1C=C2C=NN(C2=CC1)CC1CC1)CC1=CC=C(C(=O)O)C=C1 4-[[tert-butoxycarbonyl-[[4-[1-(cyclopropylmethyl)indazol-5-yl]phenyl]methyl]amino]methyl]benzoic acid